5-(4-((1-(2,2-Diphenylethyl)piperidin-4-yl)oxy)isoindolin-2-yl)-4-(trifluoromethyl)pyridazin-3(2H)-one C1(=CC=CC=C1)C(CN1CCC(CC1)OC1=C2CN(CC2=CC=C1)C1=C(C(NN=C1)=O)C(F)(F)F)C1=CC=CC=C1